N=1C=CN2C1CC(CC2)COC2=NC=C(C#N)C=C2 6-((5,6,7,8-tetrahydroimidazo[1,2-a]pyridin-7-yl)methoxy)nicotinonitrile